2-((3AR,4R,6R,6AR)-6-(HYDROXYMETHYL)-2,2-DIMETHYLTETRAHYDROFURO[3,4-D][1,3]DIOXOL-4-YL)-1,2,4-TRIAZINE-3,5(2H,4H)-DIONE OC[C@H]1O[C@H]([C@H]2[C@@H]1OC(O2)(C)C)N2N=CC(NC2=O)=O